C1=CC=C(C=C1)C(=O)C2=CC=CC(=C2N)CC(=O)[O-].O.[Na+] The molecule is a hydrate that is the monohydrate of the sodium salt of amfenac. It has a role as an antipyretic, a cyclooxygenase 2 inhibitor, a cyclooxygenase 1 inhibitor, a non-narcotic analgesic and a non-steroidal anti-inflammatory drug. It contains a sodium (2-amino-3-benzoylphenyl)acetate.